N1(CCC1)CC1=C(CNC2=CC(=C(C(=C2)F)S(=O)(=O)NC2=NC(=CC=C2)F)F)C=CC=C1 4-((2-(azetidin-1-ylmethyl)benzyl)amino)-2,6-difluoro-N-(6-fluoropyridin-2-yl)benzenesulfonamide